C(CCCCCCCCC)(=O)OC1(CO)[C@@H](O)[C@H](O)[C@H](O1)CO D-fructofuranosyl monodecanoate